NC=1C=C(C=CC1)C=1C=C2C(=NC1)NN=C2C(=O)C=2C(=C(C=CC2F)NS(=O)(=O)CCC)F N-(3-(5-(3-aminophenyl)-1H-pyrazolo[3,4-b]pyridine-3-carbonyl)-2,4-difluorophenyl)propane-1-sulfonamide